OC(C(F)(F)F)(C(F)(F)F)C1=CC=C(N)C=C1 4-(1-hydroxy-1-trifluoromethyl-2,2,2-trifluoroethyl)aniline